DINAPHTHYL ETHER C1(=CC=CC2=CC=CC=C12)OC1=CC=CC2=CC=CC=C12